sodium (E)-6,6'-(ethene-1,2-diyl)bis(3-(4-nitrobenzamido) benzenesulfonate) C(=C\C1=CC=C(C=C1S(=O)(=O)[O-])NC(C1=CC=C(C=C1)[N+](=O)[O-])=O)/C1=CC=C(C=C1S(=O)(=O)[O-])NC(C1=CC=C(C=C1)[N+](=O)[O-])=O.[Na+].[Na+]